BrC1=C(C=C(C=C1)S(=O)(=O)NC1CC(C1)CO)C 4-bromo-N-((1s,3s)-3-(hydroxymethyl)cyclobutyl)-3-methylbenzenesulfonamide